O-(3,4-dihydro-4-oxo-1,2,3-benzotriazine-3-yl)-N,N,N',N'-tetramethyluronium tetrafluoroborate F[B-](F)(F)F.O=C1N(N=NC2=C1C=CC=C2)OC(=[N+](C)C)N(C)C